N-[4-fluoro-5-[1-(pyridin-3-ylmethyl)-3,6-dihydro-2H-pyridin-4-yl]-2-[(3R,5S)-3,4,5-trimethylpiperazin-1-yl]phenyl]-6-oxo-4-(trifluoromethyl)-1H-pyridine-3-carboxamide FC1=CC(=C(C=C1C=1CCN(CC1)CC=1C=NC=CC1)NC(=O)C1=CNC(C=C1C(F)(F)F)=O)N1C[C@H](N([C@H](C1)C)C)C